2-ethyl-2-n-butyl-1,3-propylene glycol C(C)C(CO)(CO)CCCC